1-(1'-ethyl-4-methyl-1-phenyl-1H,1'H-[3,4'-bipyrazol]-5-yl)-3-((3S,4R)-4-(4-fluorophenyl)-1-(2-methoxyethyl)pyrrolidin-3-yl)urea C(C)N1N=CC(=C1)C1=NN(C(=C1C)NC(=O)N[C@@H]1CN(C[C@H]1C1=CC=C(C=C1)F)CCOC)C1=CC=CC=C1